4-(2-(4-(4-(3-(benzylamino)-7-(3,5-dimethylisoxazol-4-yl)imidazo[1,2-a]pyridin-2-yl)phenyl)piperazin-1-yl)-2-oxoethoxy)-2-(2,6-dioxopiperidin-3-yl)isoindoline-1,3-dione C(C1=CC=CC=C1)NC1=C(N=C2N1C=CC(=C2)C=2C(=NOC2C)C)C2=CC=C(C=C2)N2CCN(CC2)C(COC2=C1C(N(C(C1=CC=C2)=O)C2C(NC(CC2)=O)=O)=O)=O